ClC1=C(C=2N(C=C1)C=NC2C=O)F 7-chloro-8-fluoroimidazo[1,5-a]pyridine-1-carbaldehyde